OCC1=CC=C(C2=C1OCO2)C(=O)OCC ethyl 7-hydroxymethylbenzo[d][1,3]dioxole-4-carboxylate